allyl 2-(4-ethoxy-4-oxobutyl)-5-fluoro-1-oxo-1,2,3,4-tetrahydronaphthalene-2-carboxylate C(C)OC(CCCC1(C(C2=CC=CC(=C2CC1)F)=O)C(=O)OCC=C)=O